C(C)(C)(C)C1CCC1(C#N)CN(C([O-])=O)C 4-Tert-butyl((1-cyanocyclobutyl)methyl)(methyl)carbamate